FC1=CC=C(C(=C1C([C@@H](C(=O)OC)N(S(=O)(=O)C1=C(C=C(C=C1C(C)OCC1=CC=CC=C1)Cl)N)CC(=O)O)C)C)C N-[(2S)-3-(6-fluoro-2,3-dimethylphenyl)-1-methoxy-1-oxobutan-2-yl]2-amino-6-[1-(benzyloxy)ethyl]-4-chlorobenzenesulfonamidoacetic acid